N1(CCCC1)C1CCN(CC1)C(=O)C1=C(C=C(C=C1)C(=O)N1CCC(CC1)N1CCCC1)NC1=CC=C(C(=O)O)C=C1 4-([2,5-bis[4-(pyrrolidin-1-yl)piperidine-1-carbonyl]phenyl]amino)benzoic acid